FC1=CC=C(C=C1)NC(=O)C1(CC1)C(=O)NC=1C=CC(=NC1)OC1=CC=NC2=CC(=C(C=C12)C(=O)OC)OC methyl 4-[5-[[1-[(4-fluorophenyl)carbamoyl]cyclopropanecarbonyl]amino]pyridin-2-yl]oxy-7-methoxyquinoline-6-carboxylate